4'-methoxy-4-methyl-6-(trifluoromethyl)-[2,3'-bipyridin]-5-amine COC1=C(C=NC=C1)C1=NC(=C(C(=C1)C)N)C(F)(F)F